BrCCCCCCCCCCC1=C(C=C(C(=C1)OC)OC)C 1-(10-bromodecyl)-4,5-dimethoxy-2-methyl-benzene